C(C)(C)(C)C1N(CC[C@@H]([C@@H]1F)OCC1CNC1)C(=O)OCC1=CC(=CC=C1)C1=CCCC1 (3-(cyclopent-1-en-1-yl)phenyl)methanol tert-butyl-(3R,4S)-4-(azetidin-3-ylmethoxy)-3-fluoro-piperidine-1-carboxylate